4-amino-N-((6-bromo-3-pyridazinyl)methyl)-N-methyl-1,3-dihydrofuro[3,4-c]quinoline-8-carboxamide NC1=NC=2C=CC(=CC2C2=C1COC2)C(=O)N(C)CC=2N=NC(=CC2)Br